FC1=C(C=C2C3=C(N=CN=C13)N1[C@H](CO2)CN(CC1)C(=O)OC(C)(C)C)C1=C(C=CC=2N(C=NC21)C)F Tert-butyl (8aS)-4-fluoro-5-(5-fluoro-1-methyl-1H-benzimidazol-4-yl)-8a,9,11,12-tetrahydropyrazino[2',1':3,4][1,4]oxazepino[5,6,7-de]quinazoline-10(8H)-carboxylate